C1(CC1)NC(C([C@H](C[C@H]1C(NCC1)=O)NC(=O)[C@@H]1CC2(CC2)CCN1C(=O)C1=NOC(=N1)C1=CC=CC=C1)O)=O (3S)-N-cyclopropyl-2-hydroxy-4-[(3S)-2-oxopyrrolidin-3-yl]-3-{[(5S)-6-(5-phenyl-1,2,4-oxadiazole-3-carbonyl)-6-azaspiro[2.5]octan-5-yl]formamido}butanamide